CS(=O)(=O)C=1C=C(C=CC1N1N=CC=N1)NC(=O)C=1C=NN(C1C(F)(F)F)C1=C2C=CC=NC2=CC=C1 N-(3-(methyl-sulfonyl)-4-(2H-1,2,3-triazol-2-yl)phenyl)-1-(quinolin-5-yl)-5-(trifluoromethyl)-1H-pyrazole-4-carboxamide